COC(=O)C12CCC(CC1)(CC2)C=O 4-formylbicyclo[2.2.2]octane-1-carboxylic acid methyl ester